tert-butyl 4-[1-(2,6-dioxo-3-piperidyl)-2-oxo-3-(2,2,2-trifluoroethyl)benzimidazol-5-yl]-3,6-dihydro-2H-pyridine-1-carboxylate O=C1NC(CCC1N1C(N(C2=C1C=CC(=C2)C=2CCN(CC2)C(=O)OC(C)(C)C)CC(F)(F)F)=O)=O